C1CCC2=C(C=3CCCC3C=C12)NC(=O)N=[S@](=O)(N)C=1C=NN2C1OC[C@](C2)(C)OC (R,6R)-N'-((1,2,3,5,6,7-hexahydro-s-indacen-4-yl)carbamoyl)-6-methoxy-6-methyl-6,7-dihydro-5H-pyrazolo[5,1-b][1,3]oxazine-3-sulfonimidamide